9-bromo-5-(6-fluoro-1-methyl-1H-[1,2,3]triazolo[4,5-c][2,6]naphthyridin-5-yl)-2,3,4,5-tetrahydrobenzo[b][1,4]oxazepine BrC1=CC=CC2=C1OCCCN2C2=NC1=C(C=3C=NC=C(C23)F)N(N=N1)C